ethyl (2E)-3-[1-(2-methoxy-2-oxoethyl)-5-methyl-6-oxo-1,6-dihydropyridin-2-yl]prop-2-enoate COC(CN1C(=CC=C(C1=O)C)/C=C/C(=O)OCC)=O